dibutyl (naphthalen-2-ylmethyl)phosphonate C1=C(C=CC2=CC=CC=C12)CP(OCCCC)(OCCCC)=O